C(#N)C=1C=CC(=NC1)N[C@H]1CN(C[C@@H](C1)F)C1=NC2=C(N1C)C=C(C(=C2)NC(C=C)=O)C N-(2-((3R,5R)-3-((5-cyanopyridin-2-yl)amino)-5-fluoropiperidin-1-yl)-1,6-dimethyl-1H-benzo[d]imidazol-5-yl)acrylamide